ethyl 6-allyl-4-bromo-2-methyl-7-oxo-6,7-dihydro-1H-pyrrolo[2,3-c]pyridine-3-carboxylate C(C=C)N1C(C2=C(C(=C1)Br)C(=C(N2)C)C(=O)OCC)=O